COC=1C=C(C=C(C1)OC)NC1=NC=C(C(=N1)NC1=CC(=CC=C1)S(=O)(=O)N1CCOCC1)C N2-(3,5-Dimethoxyphenyl)-5-methyl-N4-(3-(morpholinosulfonyl)phenyl)pyrimidine-2,4-diamine